C1(CCC(CC1)CN)CN 1,4-Cyclohexanbis(methylamin)